CN1N=CC(=C1)O[C@@H]1CN(CC1)C(=O)OC(C)(C)C (S)-tert-butyl 3-((1-methyl-1H-pyrazol-4-yl)oxy)pyrrolidine-1-carboxylate